CN(CCN(C1=CC(=C(C=C1[N+](=O)[O-])NC1=NC=CC(=N1)C1=C(N(C2=CC=CC=C12)C)C(=O)OC)OC)C)C methyl 3-(2-((4-((2-(dimethylamino) ethyl) (methyl) amino)-2-methoxy-5-nitrophenyl) amino) pyrimidin-4-yl)-1-methyl-1H-indole-2-carboxylate